6-bromo-8-fluoro-3,4-dihydroisoquinoline-1(2H)-one BrC=1C=C2CCNC(C2=C(C1)F)=O